NCCN([C@H](CO)C(=O)O)C(CN1C(NC(C(=C1)C)=O)=O)=O N-(2-aminoethyl)-N-(2-(5-methyl-2,4-dioxo-3,4-dihydropyrimidin-1(2H)-yl)acetyl)-D-serine